C1N(CCC2=CC=CC=C12)C=1C=C2CN(CC2=CC1)C(=O)NC1=CNC2=CC=C(C=C12)F 5-(3,4-Dihydro-isoquinolin-2(1H)-yl)-N-(5-fluoro-1H-indol-3-yl)isoindoline-2-carboxamide